BrC(CC(=O)N1CC(C(=CC1)C1=C2C(=NC(=C1)NC(=O)C1CC1)NC=C2)C)C N-(4-(1-(3-bromobutyryl)-3-methyl-1,2,3,6-tetrahydropyridin-4-yl)-1H-pyrrolo[2,3-b]pyridin-6-yl)cyclopropylcarboxamide